N1(CCCC1)CCCNC(=O)OC(COCCCCCCCC(=O)[O-])C(COCCCCCCCC(=O)[O-])OC(NCCCN1CCCC1)=O 8,8'-((2,3-bis(((3-(pyrrolidin-1-yl)propyl)carbamoyl)oxy)butane-1,4-diyl)-bis(oxy))dioctanoate